C(C)(C)(C)OC(=O)N1CC2(C1)CCN(CC2)C2=NC=NC=C2NC2=C(C=C(C=C2)F)Br 7-(5-((2-bromo-4-fluorophenyl)amino)pyrimidin-4-yl)-2,7-diazaspiro[3.5]Nonane-2-carboxylic acid tert-butyl ester